C1=C(C(=O)NC(=O)C1=O)C2=C(NC(=O)C(=C2)[O-])[O-] The molecule is an organic anion obtained by selective deprotonation of the hydroxy groups at positions 2 and 2' of nicotine blue; major species at pH 7.3 (according to Marvin v 6.2.0.). It is a conjugate base of a nicotine blue.